(3R,4R)-1-(2-{[4-(3,5-dimethylpiperidin-1-yl)phenyl]amino}-5-(trifluoromethyl)pyrimidine-4-yl)-4-fluoropiperidin-3-ol CC1CN(CC(C1)C)C1=CC=C(C=C1)NC1=NC=C(C(=N1)N1C[C@H]([C@@H](CC1)F)O)C(F)(F)F